2-(4-acetylphenyl)-7,7-dimethyl-1,3-dioxo-2,3,5,12b-tetrahydro-1H,7H-chromeno[4,3-c][1,2,4]triazolo[1,2-a]pyridazin-10-yl diethylcarbamate C(C)N(C(OC=1C=CC2=C(C1)OC(C=1C2N2N(CC1)C(N(C2=O)C2=CC=C(C=C2)C(C)=O)=O)(C)C)=O)CC